COC1=C(C=C(C(=O)O)C=C1)S(NC1=C(C=CC(=C1)C(F)(F)F)C1=CC(=CC=C1)C)(=O)=O 4-methoxy-3-(N-(3'-methyl-4-(trifluoromethyl)-[1,1'-biphenyl]-2-yl)sulfamoyl)benzoic acid